F[Sb-](F)(F)(F)(F)F.O=C1C2=CC=CC=C2C=2C=CC(=CC12)[I+]C1=CC=CC=C1 (9-oxofluoren-2-yl)-phenyliodonium hexafluoroantimonate